(4R)-6-Chloro-5-fluoro-1'-(1-((R or S)-1-(4-methyl-1H-benzo[d]imidazol-6-yl)propyl)-1H-pyrazole-4-carbonyl)spiro[benzo[d][1,3]oxazine-4,3'-piperidin]-2(1H)-one ClC1=C(C2=C(NC(O[C@@]23CN(CCC3)C(=O)C=3C=NN(C3)[C@H](CC)C=3C=C(C2=C(NC=N2)C3)C)=O)C=C1)F |o1:21|